((4-(4-((2-(2-hydroxypropan-2-yl)-1H-imidazol-1-yl)methyl)phenyl)-2-propylthiazol-5-yl)sulfonyl)carbamic acid butyl ester C(CCC)OC(NS(=O)(=O)C1=C(N=C(S1)CCC)C1=CC=C(C=C1)CN1C(=NC=C1)C(C)(C)O)=O